tert-butyl (2R,4R)-4-(tert-butoxycarbonylamino)-2-[1-[[tert-butyl(dimethyl)-sulfanyl] oxymethyl]-2-hydroxy-ethoxy]-8-azaspiro[4.5]decane-8-carboxylate C(C)(C)(C)OC(=O)N[C@@H]1C[C@@H](CC12CCN(CC2)C(=O)OC(C)(C)C)OC(CO)COS(C)(C)C(C)(C)C